CN1CCN(CC1)C1=CC=C(NC=2C=CC3=C(NC(C(=N3)NC3=C(C(=CC(=C3Cl)OC)OC)Cl)=O)N2)C=C1 6-(4-(4-methylpiperazin-1-yl)anilino)-2-(2,6-dichloro-3,5-dimethoxyanilino)pyrido[2,3-b]pyrazin-3(4H)-one